tert-butyl (3-(4,5-difluoro-1H-indol-7-yl)-1-hydroxybutan-2-yl)carbamate FC1=C2C=CNC2=C(C=C1F)C(C(CO)NC(OC(C)(C)C)=O)C